tert-butyl (S)-(1-hydroxy-3-(1H-indol-3-yl)-1-oxopropan-2-yl)carbamate OC([C@H](CC1=CNC2=CC=CC=C12)NC(OC(C)(C)C)=O)=O